CC1(OB(OC1(C)C)CCC[C@]12C(CN([C@@H]1C(=O)OC)C(=O)OCC1=CC=CC=C1)COC2)C (3aS,4S)-5-benzyl 4-methyl 3a-(3-(4,4,5,5-tetramethyl-1,3,2-dioxaborolan-2-yl)propyl)tetrahydro-1H-furo[3,4-c]pyrrole-4,5(3H)-dicarboxylate